ClC=1C(=CC(=NC1)NC(CO)CO)N1C(C=2C(C=C1)=NN(C2)C(C2=CC=CC=C2)(C2=CC=CC=C2)C2=CC=CC=C2)=O 5-(5-chloro-2-((1,3-dihydroxypropan-2-yl)amino)pyridin-4-yl)-2-trityl-2,5-dihydro-4H-pyrazolo[4,3-c]pyridin-4-one